NC=1SC2=C(C1C#N)C(=CC=C2F)C2=C(C=C1C=NC(=NC1=C2F)OC[C@H]2N(CC[C@@H]2O)C)Cl 2-amino-4-[6-chloro-8-fluoro-2-[[(2R,3S)-3-hydroxy-1-methyl-pyrrolidin-2-yl]methoxy]quinazolin-7-yl]-7-fluoro-benzothiophene-3-carbonitrile